6-(trifluoromethoxy)quinazoline FC(OC=1C=C2C=NC=NC2=CC1)(F)F